8-Bromo-6-chloro-7-methyl-imidazo[1,2-a]pyridine BrC=1C=2N(C=C(C1C)Cl)C=CN2